N-benzyl-7-[7-fluoro-3-(methoxymethoxy)-8-[2-(triisopropylsilyl)ethynyl]naphthalen-1-yl]-2-methanesulfinylpyrido[4,3-d]pyrimidin-5-amine C(C1=CC=CC=C1)NC1=NC(=CC=2N=C(N=CC21)S(=O)C)C2=CC(=CC1=CC=C(C(=C21)C#C[Si](C(C)C)(C(C)C)C(C)C)F)OCOC